5-fluoro-4-[5-(3-hydroxy-3-methyl-pent-1-ynyl)-3,4-dihydro-2H-quinolin-1-yl]-1H-quinazolin-2-one FC1=C2C(=NC(NC2=CC=C1)=O)N1CCCC2=C(C=CC=C12)C#CC(CC)(C)O